C1=CC=CC=2C3=CC=CC=C3C(C12)COC(=O)N([C@@H](COCC=1C=NC=C(C1)F)C(=O)O)C N-(((9H-fluoren-9-yl)methoxy)carbonyl)-O-((5-fluoropyridin-3-yl)methyl)-N-methyl-L-serinic acid